S1C2=C(C(=C1)C(=O)NC=1C(=NC=C(C(=O)NCCCCCCCCCC(=O)NCC=3C=C4CN(C(C4=CC3)=O)C3C(NC(CC3)=O)=O)C1)NC1=C(C=CC=C1)C)C=CC=C2 5-(benzo[b]thiophene-3-carboxamido)-N-(10-(((2-(2,6-dioxopiperidin-3-yl)-1-oxoisoindolin-5-yl)methyl)amino)-10-oxodecyl)-6-(o-tolylamino)nicotinamide